[6-(3-cyclopropyl-1,2,4-triazol-1-yl)-2-azaspiro[3.3]heptan-2-yl]-[rac-(3aS,6aR)-5-[4-(difluoromethoxy)-2-fluoro-phenoxy]-3,3a,4,5,6,6a-hexahydro-1H-cyclopenta[c]pyrrol-2-yl]methanone C1(CC1)C1=NN(C=N1)C1CC2(CN(C2)C(=O)N2C[C@H]3[C@@H](C2)CC(C3)OC3=C(C=C(C=C3)OC(F)F)F)C1 |r|